2-(5-chloro-2-hydroxyphenyl)-4(s)-phenylimidazole ClC=1C=CC(=C(C1)C=1NC=C(N1)C1=CC=CC=C1)O